N(=C=O)C(CCC)C1=CC=C(C=C1)C(F)(F)F 1-(1-Isocyanatobutyl)-4-(trifluoromethyl)benzene